CC1=NC(=CC=C1N1N=NC(=C1)C(=O)NC(C)C=1SC(=NN1)C1=CC=CC=C1)C 1-(2,6-dimethylpyridin-3-yl)-N-(1-(5-phenyl-1,3,4-thiadiazol-2-yl)ethyl)-1H-1,2,3-triazole-4-carboxamide